1,3-dimethyl-3,4-dihydroquinoxalin CN1CC(NC2=CC=CC=C12)C